[Tm].NC1=NC=CC=C1C(C)=O 1-(2-aminopyridin-3-yl)ethanone thulium